1-(2-chloro-3,5-dihydroxyphenyl)-3-(3-bromo-4-methoxyphenyl)-(2E)-2-propen-1-one ClC1=C(C=C(C=C1O)O)C(\C=C\C1=CC(=C(C=C1)OC)Br)=O